5-Amino-3-[4-([[5-(2,2-dimethylpropyl)-1,3-thiazol-2-yl]carbamoyl]methyl)phenyl]-1-isopropylpyrazole-4-carboxamide NC1=C(C(=NN1C(C)C)C1=CC=C(C=C1)CC(NC=1SC(=CN1)CC(C)(C)C)=O)C(=O)N